NCCC=O dideoxy-isoserine